6-chloro-1-(2,6-difluorophenyl)-N-(1-(3,4,5-trimethoxyphenyl)-1H-imidazol-4-yl)-1H-pyrazolo[3,4-d]pyrimidin-4-amine ClC1=NC(=C2C(=N1)N(N=C2)C2=C(C=CC=C2F)F)NC=2N=CN(C2)C2=CC(=C(C(=C2)OC)OC)OC